OC1=C2C(C=C(OC2=C(C(=C1)OCC1=CC=CC=C1)OC=1C(=NNC1C)C)C1=CC=C(C=C1)F)=O 5-hydroxy-7-benzyloxy-8-((3,5-dimethyl-1H-pyrazol-4-yl)oxy)-2-(4-fluorophenyl)-4H-chromen-4-one